C(C(C)C)(=O)N1[C@@H](CN(C[C@@H]1C)C1=NC=NC=2NC3=CC(=CC=C3C21)S(=O)(=O)NC2(CC2)C)C 4-((3R,5S)-4-isobutyryl-3,5-dimethylpiperazin-1-yl)-N-(1-methylcyclopropyl)-9H-pyrimido[4,5-b]indole-7-sulphonamide